ClC1=CC=C(CS(=O)C=2OC3=C(N2)C(=CC=C3)C3=CC=CC=C3)C=C1 2-((4-chlorobenzyl)sulfinyl)-4-phenylbenzo[d]oxazole